(3-(hydroxymethyl)piperazin-1-yl)methanone OCC1CN(CCN1)C=O